ClC1=CC=C2C(=NN(C2=C1C)C=1C=NC(=CC1)F)C=1C2=CN(N=C2C=CC1)C 6-chloro-1-(6-fluoro-pyridin-3-yl)-2',7-dimethyl-1H,2'H-3,4'-biindazole